methyl 2-(p-tolylamino)-6-((2,4,4-trimethylpentan-2-yl)amino)pyrimidine-4-carboxylate C1(=CC=C(C=C1)NC1=NC(=CC(=N1)C(=O)OC)NC(C)(CC(C)(C)C)C)C